FC(CN1C=NC2=C1C=C(C=C2F)C=2C(=CN1N=C(N=C(C12)OC)N[C@@H]1[C@@H](CN(CC1)C1(COC1)[2H])F)F)F 5-(1-(2,2-difluoroethyl)-4-fluoro-1H-benzo[d]imidazol-6-yl)-6-fluoro-N-((3R,4S)-3-fluoro-1-(oxetan-3-yl-3-d)piperidin-4-yl)-4-methoxypyrrolo[2,1-f][1,2,4]triazin-2-amine